FC=1C=C(C=CC1)C#CC=1C=C(OC2=C(N=NN2)C(=O)O)C=CC1 5-(3-(2-(3-fluorophenyl)ethynyl)phenoxy)-1H-1,2,3-triazole-4-carboxylic acid